S1C(=CC=C1)C(=O)[O-] thiofuroate